ClC1=C(C=CC=C1Cl)C#CC1=C(C#N)C=CC=C1 2-((2,3-dichlorophenyl)ethynyl)benzonitrile